OC1=C(C=CC(=C1)C(F)(F)F)B(O)O 2-HYDROXY-4-(TRIFLUOROMETHYL)PHENYLBORONIC ACID